C1(CC1)C(=O)N1CCN(CC1)C(=O)C=1C=NC2=CC=C(C=C2C1N1CCC2(CCOC2=O)CC1)F 8-(3-(4-(Cyclopropanecarbonyl)piperazine-1-carbonyl)-6-fluoroquinolin-4-yl)-2-oxa-8-azaspiro[4.5]decan-1-one